NCC(C(=O)NC=1C=CC=C2C(=CNC12)C=1C=NNC1)C1CCCC1 3-amino-2-cyclopentyl-N-[3-(1H-pyrazol-4-yl)-1H-indol-7-yl]propionamide